4-[4-(1,3-benzoxazol-2-yl)-4-methylpiperidin-1-yl]-7-chloro-1-methyl-2-oxo-1,2-dihydroquinoline-3-carboxamide O1C(=NC2=C1C=CC=C2)C2(CCN(CC2)C2=C(C(N(C1=CC(=CC=C21)Cl)C)=O)C(=O)N)C